2,2,2-trifluoro-1-(8-methyl-2-vinyl-5,8-dihydro-1,7-naphthyridin-7(6H)-yl)ethan-1-one FC(C(=O)N1CCC=2C=CC(=NC2C1C)C=C)(F)F